6-{3-azabicyclo[3.1.0]hex-3-yl}-3-formyl-2-methylbenzonitrile C12CN(CC2C1)C1=CC=C(C(=C1C#N)C)C=O